BrC1=C(C(=CC2=C1[C@@H]([C@](O2)(C2=CC=CC=C2)\C=C\C(C)(S(=O)N)C)C)F)Cl ((E)-((2S,3S)-4-bromo-5-chloro-6-fluoro-3-methyl-2-phenyl-2,3-dihydrobenzofuran-2-yl)methylene)-2-methylpropane-2-sulfinamide